NC1=C(C=C(C=N1)C=1C(=NC(=CC1)NC(C(C1=CC(=CC=C1)C(F)(F)F)O)=O)C)C(=O)NC(C)C 6-amino-6'-(2-hydroxy-2-(3-(trifluoromethyl)phenyl)acetamido)-N-isopropyl-2'-methyl-[3,3'-bipyridine]-5-carboxamide